C(C)C(C(=O)O)CC.C(C)C(C(=O)O)CC.IC1=C(C(=C(C=C1)C)C)C iodotrimethylbenzene bis(2-ethylbutyrate)